C1=CC=CC=2C3=CC=CC=C3C(C12)COC(=O)N[C@H]([C@H](C)CC)C(=O)OC[C@H]1O[C@H]([C@@H]2OC(O[C@@H]21)(C)C)N2N=CC(NC2=O)=O ((3AR,4R,6R,6AR)-6-(3,5-DIOXO-4,5-DIHYDRO-1,2,4-TRIAZIN-2(3H)-YL)-2,2-DIMETHYLTETRAHYDROFURO[3,4-D][1,3]DIOXOL-4-YL)METHYL (((9H-FLUOREN-9-YL)METHOXY)CARBONYL)-D-ISOLEUCINATE